FC1(CC=2C(N(C1)C(=O)OCC1=CC=CC=C1)=C(SC2)C(=O)OC)F O1-benzyl O7-methyl 3,3-difluoro-2,4-dihydrothieno[3,4-b]pyridine-1,7-dicarboxylate